4-chloro-3-(4-((S)-2-cyclohexyl-2-(1-methyl-1H-pyrazole-5-carboxamido)acetamido)-2-fluorophenyl)-2-methylpyridine 1-oxide ClC1=C(C(=[N+](C=C1)[O-])C)C1=C(C=C(C=C1)NC([C@@H](NC(=O)C1=CC=NN1C)C1CCCCC1)=O)F